BrC1=CC=C(C=C1)C1=NC=C(C(=N1)C)C(=O)OCC ethyl 2-(4-bromophenyl)-4-methylpyrimidine-5-carboxylate